rac-(1R,2S)-2-(2-aminoethyl)cyclohexan-1-ol NCC[C@H]1[C@@H](CCCC1)O |r|